NC1=NC=C(C=C1C=1C=C2CCNC(C2=CC1)=O)C1=CC=C(C=C1)N1C[C@@H]2[C@H](C1)COC2 6-(2-amino-5-(4-((3aR,6aS)-tetrahydro-1H-furo[3,4-c]pyrrol-5(3H)-yl)phenyl)pyridin-3-yl)-3,4-dihydroisoquinolin-1(2H)-one